OC1=CC=C(/C=C/C(=O)O)C=C1 (E)-p-hydroxycinnamic acid